2-(2-((5-(3-(aminomethyl)phenyl)-1-methyl-1H-indazol-3-yl)methoxy)-4-methylphenyl)acetic acid NCC=1C=C(C=CC1)C=1C=C2C(=NN(C2=CC1)C)COC1=C(C=CC(=C1)C)CC(=O)O